3-{2-[(3,5-dimethylphenyl)amino]pyrimidin-4-yl}-1-methyl-N-[(2S)-1,1,1-trifluoropropan-2-yl]-1H-pyrazole-5-carboxamide CC=1C=C(C=C(C1)C)NC1=NC=CC(=N1)C1=NN(C(=C1)C(=O)N[C@H](C(F)(F)F)C)C